ClC1=CC=C2C(=N1)CNC2=O 2-chloro-5-oxo-5,7-dihydro-6H-pyrrolo[3,4-b]pyridin